(S)-2-((((S)-2-(3-chlorophenyl)-2,2-difluoro-1-phenylethoxy)carbonyl)amino)-3-cyclohexylpropanoic acid ClC=1C=C(C=CC1)C([C@@H](OC(=O)N[C@H](C(=O)O)CC1CCCCC1)C1=CC=CC=C1)(F)F